ClC1=C(C(=O)NCC(=O)N[C@@H](CC(C)C)B2OC([C@@H]3CN(C[C@@H](C(O2)=O)N3C)C)=O)C=C(C=C1)Cl 2,5-dichloro-N-(2-(((R)-1-((1S,7S)-9,11-dimethyl-2,6-dioxo-3,5-dioxa-9,11-diaza-4-borabicyclo[5.3.1]undecan-4-yl)-3-methylbutyl)amino)-2-oxoethyl)benzamide